C1(=CC(=CC=C1)C1=NC(=NC(=N1)Cl)Cl)C1=CC=CC=C1 2-Biphenyl-3-yl-4,6-dichloro-[1,3,5]-triazin